5-[2-(2-{4-[2-(2-methoxyethoxy)-ethoxy]quinoline-8-sulfonamido}-phenyl)ethynyl]pyridine-2-carboxylic acid COCCOCCOC1=CC=NC2=C(C=CC=C12)S(=O)(=O)NC1=C(C=CC=C1)C#CC=1C=CC(=NC1)C(=O)O